N-{cis-2-[(benzyloxy)methyl]tetrahydro-2H-pyran-4-yl}-6-chloro-N-(2,4-dimethoxybenzyl)-3-nitroquinolin-4-amine C(C1=CC=CC=C1)OC[C@@H]1OCC[C@@H](C1)N(C1=C(C=NC2=CC=C(C=C12)Cl)[N+](=O)[O-])CC1=C(C=C(C=C1)OC)OC